butylmaleimide C(CCC)C=1C(=O)NC(C1)=O